1-ethyl-6-(4-(1-methyl-1H-pyrazol-4-yl)-7H-pyrrolo[2,3-d]pyrimidin-5-yl)-1H-benzo[d][1,2,3]triazole C(C)N1N=NC2=C1C=C(C=C2)C2=CNC=1N=CN=C(C12)C=1C=NN(C1)C